benzo[b]thiophen-6-ylhydrazine S1C2=C(C=C1)C=CC(=C2)NN